6-(tert-butyl)-10-(2-fluoroethoxy)-2-oxo-6,7-dihydro-2H-pyrido[2',1':3,4]pyrazino[1,2-b]indazole-3-carboxylic acid ethyl ester C(C)OC(=O)C=1C(C=C2N(C(CN3N=C4C(=CC=CC4=C32)OCCF)C(C)(C)C)C1)=O